C1=CC=CC=2C=CC=3C=4C=CC=CC4CC3C21 benzfluorene